Benzo[d][1,3]dioxol-2,2-d2 O1C(OC2=C1C=CC=C2)([2H])[2H]